ethyl 2-(4-(benzyloxy)-4-oxobutyl)-1,3-dioxane-5-carboxylate C(C1=CC=CC=C1)OC(CCCC1OCC(CO1)C(=O)OCC)=O